(2R,3S)-3-cyclopropyl-aziridine-2-carboxylic acid ethyl ester C(C)OC(=O)[C@@H]1N[C@H]1C1CC1